(R)-6-Chloro-N2-isopropyl-N4-(1,1,1-trifluoropropan-2-yl)-1,3,5-triazine-2,4-diamine ClC1=NC(=NC(=N1)NC(C)C)N[C@@H](C(F)(F)F)C